C[C@@H]1CNCC[C@@H]1C1=CC(=C(C=C1)OC(F)(F)F)F |r| racemic-cis-3-methyl-4-(3-fluoro-4-(trifluoromethoxy)phenyl)piperidine